O=C(C(=O)OC1(CN(C1)S(=O)(=O)C1=CC(=C(C=C1)C1=CC=C2C(=N1)C(=NN2)N)C)C(F)(F)F)CCSC 1-((4-(3-amino-1H-pyrazolo[4,3-b]pyridin-5-yl)-3-methylphenyl)sulfonyl)-3-(trifluoromethyl)azetidin-3-ol oxo-γ-methylthio-butyrate